8-methoxy-11-(3-(4-methylpiperazin-1-yl)propyl)-11H-indolo[3,2-c]isoquinoline COC=1C=C2C(=CC1)N(C1=C2N=CC2=CC=CC=C12)CCCN1CCN(CC1)C